C(C)[NH+]1CCOCC1 4-ethyl-morpholinium